C1(=CC(=CC=C1)C1=NOC(=N1)[C@H](C)N)C (S)-1-(3-(m-tolyl)-1,2,4-oxadiazol-5-yl)ethan-1-amine